2-(tert-Butoxycarbonyl)-5-(2-methoxyethylsulfonyl)isoindoline-1-carboxylic Acid C(C)(C)(C)OC(=O)N1C(C2=CC=C(C=C2C1)S(=O)(=O)CCOC)C(=O)O